tert-butyl N-[[7-[5-(5-chloro-3-cyano-thieno[2,3-b]pyridin-2-yl)-1-methyl-pyrazol-4-yl]-4-oxo-3H-phthalazin-1-yl]methyl]carbamate ClC=1C=C2C(=NC1)SC(=C2C#N)C2=C(C=NN2C)C2=CC=C1C(NN=C(C1=C2)CNC(OC(C)(C)C)=O)=O